BrCC1=CC=C(C=C1)C (4-(bromomethyl)phenyl)methane